[Ni+2].C(C)N(CC(C)([O-])C)CC.C(C)N(CC)CC(C)([O-])C (1-diethylamino-2-methyl-2-propanolate) nickel